CC1(OB(OC1(C)C)C1=CC=C(C=C1)N1CCN(CC1)C1=CC=C(C=C1)C(C)O)C 1-(4-(4-(4-(4,4,5,5-tetramethyl-1,3,2-dioxaborolan-2-yl)phenyl)piperazin-1-yl)phenyl)ethan-1-ol